Cl.FC=1C=C(NC2C(NC(CC2)=O)=O)C=CC1C1CCNCC1 3-[3-fluoro-4-(4-piperidyl)anilino]piperidine-2,6-dione, hydrochloride